NCC(=O)[O-].[Mn+2].NC[C@H]1C[C@H](CC1)NC1=CC=C(C=N1)N1N=CC=CC1=O.NCC(=O)[O-] 2-[6-[[(1S,3R)-3-(aminomethyl)cyclopentyl]amino]-3-pyridyl]pyridazin-3-one manganese L-glycinate